C(C1=CC=CC=C1)(=O)NC1=NN=C(S1)C(=O)OCC ethyl 5-benzamido-1,3,4-thiadiazole-2-carboxylate